3-bromo-1-(1-methylazetidin-3-yl)-1H-pyrazole BrC1=NN(C=C1)C1CN(C1)C